N[C@H]1[C@@H](O[C@@H]([C@H]([C@@H]1O)O)CO)O[C@H]1[C@@H]([C@H]([C@@H](O[C@@H]1CO)O)NC(C)=O)O N-[(2R,3R,4R,5S,6R)-5-{[(2S,3R,4R,5S,6R)-3-amino-4,5-dihydroxy-6-(hydroxymethyl)oxan-2-yl]oxy}-2,4-dihydroxy-6-(hydroxymethyl)oxan-3-yl]acetamide